5-ethoxy-1,3-oxazolidin-2-one C(C)OC1CNC(O1)=O